3-chloro-N-((3aR,5s,6aS)-2-(5-(3-cyano-6-(1-methyl-1H-pyrazol-4-yl)pyrazolo[1,5-a]pyridin-4-yl)pyridin-2-yl)-5-methyloctahydro-cyclopenta[c]pyrrol-5-yl)picolinamide ClC=1C(=NC=CC1)C(=O)NC1(C[C@@H]2[C@@H](CN(C2)C2=NC=C(C=C2)C=2C=3N(C=C(C2)C=2C=NN(C2)C)N=CC3C#N)C1)C